C(CC)NC(=S)NCCC N,N'-dipropylthiourea